(3,4-epoxycyclohexyl)ethylmethyldiethoxysilane C1(CC2C(CC1)O2)CC[Si](OCC)(OCC)C